FC=1C=C(C=CC1F)C1C(C1)NC=1C2=C(N=C(N1)SCCC(F)(F)F)N(N=N2)C2C(C(C(C2)O)O)O 3-(7-((2-(3,4-difluorophenyl)cyclopropyl)amino)-5-((3,3,3-trifluoropropyl)thio)-3H-1,2,3-triazolo[4,5-d]pyrimidine-3-yl)-5-(hydroxy)cyclopentane-1,2-diol